N-(2-amino-4-((4-nitrobenzyl)amino)phenyl)heptanamide NC1=C(C=CC(=C1)NCC1=CC=C(C=C1)[N+](=O)[O-])NC(CCCCCC)=O